2-allylsulfanyl-1-(4-trifluoromethoxyphenyl)ethan-1-one C(C=C)SCC(=O)C1=CC=C(C=C1)OC(F)(F)F